N1(C=NC2=C1C=CC=C2)C=2C=C(OC1=CC=3N(C4=CC=CC(=C4C3C=C1)C(F)(F)F)C1=NC=CC(=C1)C(C)(C)C)C=CC2 2-(3-(1H-benzo[d]imidazol-1-yl)phenoxy)-9-(4-(tert-butyl)pyridin-2-yl)-5-(trifluoromethyl)-9H-carbazole